tert-butyl 4-(4-bromo-2-(trifluoromethyl)phenoxy)piperidine-1-carboxylate BrC1=CC(=C(OC2CCN(CC2)C(=O)OC(C)(C)C)C=C1)C(F)(F)F